(R)-N-(3-(5-chloro-2-methoxyphenyl)-1-(2-(2-hydroxypropylamino)-2-oxoethyl)-1H-pyrazol-4-yl)pyrazolo[1,5-a]pyrimidine-3-carboxamide ClC=1C=CC(=C(C1)C1=NN(C=C1NC(=O)C=1C=NN2C1N=CC=C2)CC(=O)NC[C@@H](C)O)OC